3-(benzyloxy)-2-nitrophenol C(C1=CC=CC=C1)OC=1C(=C(C=CC1)O)[N+](=O)[O-]